FC1=C(C=CC(=C1)F)[C@@H]1N(OCC1)C1=CC(=NC=N1)NC=1C(=CC(=C(C1)NC(C=C)=O)N1CCC(CC1)N1CCN(CC1)C1COC1)OC N-(5-((6-((R)-3-(2,4-difluorophenyl)isoxazolidine-2-yl)pyrimidine-4-yl)amino)-4-methoxy-2-(4-(4-(oxetane-3-yl)piperazine-1-yl)piperidine-1-yl)phenyl)acrylamide